ClC=1C(=C(C(=CC1)F)CC(C(=O)O)(F)F)F 3-chloro-α,α,2,6-tetrafluoro-phenylpropionic acid